FC=1C=C(C#N)C=CC1N1CC(N(C2(CC(C2)C(C)(C)O)C1=O)CC1=CC=C(C=C1)C(F)(F)F)=O 3-fluoro-4-((2r,4r)-2-(2-hydroxypropan-2-yl)-6,9-dioxo-5-(4-(trifluoromethyl)benzyl)-5,8-diazaspiro[3.5]nonan-8-yl)benzonitrile